The molecule is a diterpenoid antibiotic isolated from the culture broth of Nocardia brasiliensis IFM0406. It exhibits antitumour and strong immunosuppressive activity. It has a role as an antimicrobial agent, an antineoplastic agent, an immunosuppressive agent and a bacterial metabolite. It is a diterpenoid, a carbotricyclic compound, a benzoate ester, a N-acetyl-D-glucosaminide, a member of phenols and a non-proteinogenic alpha-amino acid. C[C@H]1[C@@H]([C@H]([C@H]([C@@H](O1)O[C@H]2C[C@@]3([C@H](CC[C@@]4([C@@H]3CC=C([C@H]4C[C@@H]([C@@H](C(=O)O)N)OC)C)C)C([C@@H]2O)(C)C)C)O)O[C@H]5[C@@H]([C@H]([C@@H]([C@H](O5)CO)O)O)NC(=O)C)OC(=O)C6=CC(=CC=C6)O